rac-9-(2-amino-6-((4,4-difluorotetrahydrofuran-3-yl)oxy)pyrimidin-4-yl)-1-(3,4-difluorophenyl)-1,9-diazaspiro[5.5]undecan-2-one NC1=NC(=CC(=N1)N1CCC2(CCCC(N2C2=CC(=C(C=C2)F)F)=O)CC1)O[C@@H]1COCC1(F)F |r|